(Z)-3-(3-(3,5-bis(trifluoromethyl)phenyl)-1H-1,2,4-triazol-1-yl)-N-(4-ethyl-2-oxo-2,5-dihydro-1H-pyrrol-1-yl)acrylamide FC(C=1C=C(C=C(C1)C(F)(F)F)C1=NN(C=N1)\C=C/C(=O)NN1C(C=C(C1)CC)=O)(F)F